(R)-4,4-Difluoro-N-(3-(2-((3-methoxy-1-methyl-1H-pyrazol-4-yl)amino)-5-methylpyrimidine-4-yl)-1H-indol-7-yl)-1-(1-methylpiperidin-4-yl)pyrrolidine-2-carboxamide FC1(C[C@@H](N(C1)C1CCN(CC1)C)C(=O)NC=1C=CC=C2C(=CNC12)C1=NC(=NC=C1C)NC=1C(=NN(C1)C)OC)F